[3H]uridine [C@@H]1([C@H](O)[C@H](O)[C@@H](CO)O1)N1C(=O)NC(=O)C=C1